ClC1=NN2C(N=CC(=C2[C@H](C)OC)NC2=CC=C(C=C2)[C@@H](C(F)(F)F)N(C(=O)C2CN(CCC2)C(=O)OC(C)(C)C)C)=N1 tert-butyl 3-{[(1S)-1-[4-({2-chloro-7-[(1S)-1-methoxyethyl]-[1,2,4]triazolo[1,5-a]pyrimidin-6-yl}amino)phenyl]-2,2,2-trifluoroethyl] (methyl)carbamoyl}piperidine-1-carboxylate